ClC=1C(=NC=CC1C1=NOC(=N1)C(F)(F)F)OCC=1C(=NC(=NC1)C)C 5-[({3-chloro-4-[5-(trifluoromethyl)-1,2,4-oxadiazol-3-yl]pyridin-2-yl}oxy)methyl]-2,4-dimethylpyrimidine